The molecule is a tripeptide comprising in sequence glycyl, lysyl and beta-alanyl residues, to the nitrogen of the glycyl residue of which is linked a 2,4-dinitrophenyl moiety. It has a role as a peptide probe. C1=CC(=C(C=C1[N+](=O)[O-])[N+](=O)[O-])NCC(=O)N[C@@H](CCCCN)C(=O)NCCC(=O)O